FC(C1CC=2N(C=C(N2)C=2C=C(C=CC2NC2=NC=C(C=C2)C(F)(F)F)S(=O)(=O)NC)C1)F 3-(6-(difluoromethyl)-6,7-dihydro-5H-pyrrolo[1,2-a]imidazol-2-yl)-N-methyl-4-((5-(trifluoromethyl)pyridin-2-yl)amino)benzenesulfonamide